ClC1=C(C(=CC=C1)Cl)COC=1C=NC(=NC1)N1CC(N(CC1)C(=O)N)CO 4-{5-[(2,6-dichlorophenyl)methoxy]pyrimidin-2-yl}-2-(hydroxymethyl)piperazine-1-carboxamide